(6aR)-3-bromo-12-oxo-6a,7,9,10-tetrahydro-12H-pyrazino[2,1-c]pyrido[2,3-f][1,4]oxazepine-8(6H)-carboxylic acid tert-butyl ester C(C)(C)(C)OC(=O)N1C[C@@H]2COC3=C(C(N2CC1)=O)N=CC(=C3)Br